NC1=C(C2=CC=CC=C2C=C1)C1=C(C=CC2=CC=CC=C12)O 2-amino-2'-hydroxy-1,1'-binaphthyl